(5R)-3-(4-bromo-3-fluorophenyl)-5-hydroxymethyl-oxazolidin-2-one BrC1=C(C=C(C=C1)N1C(O[C@H](C1)CO)=O)F